lead cyclohexanecarboxylate C1(CCCCC1)C(=O)[O-].[Pb+2].C1(CCCCC1)C(=O)[O-]